ClC=1C=C(C=2N(N1)C=C(N2)C)OC 6-chloro-8-methoxy-2-methyl-imidazo[1,2-b]pyridazine